propargyl-2',3'-dideoxyguanosine C(C#C)[C@@]1(CC[C@@H](CO)O1)N1C=NC=2C(=O)NC(N)=NC12